ClC=1C=C(C=C(C1)Cl)C1=NC(=CC(=C1)CN1CCC(CC1)CNC(=O)NC)OC=1C=NC(=CC1)N1CCN(CC1)C[C@@H](C)O (R)-1-((1-((2-(3,5-dichlorophenyl)-6-((6-(4-(2-hydroxypropyl)piperazin-1-yl)pyridin-3-yl)oxy)pyridin-4-yl)methyl)piperidin-4-yl)methyl)-3-methylurea